ClC1=C(CNC(=O)[C@]2(C=3C=CC=NC3[C@H](CC2)O)F)C=CC(=C1)F (5S,8S)-N-(2-chloro-4-fluorobenzyl)-5-fluoro-8-hydroxy-5,6,7,8-tetrahydroquinoline-5-carboxamide